C(C)OC1(OC2=C(NC1=O)C=CC(=C2)O)O ethoxy-2,7-dihydroxy-2H-1,4-benzoxazin-3(4H)-one